5-hydroxy-2-(3-hydroxy-4,5-dimethoxyphenyl)-7,8-dimethoxy-4H-1-benzopyran-4-one OC1=CC(=C(C2=C1C(C=C(O2)C2=CC(=C(C(=C2)OC)OC)O)=O)OC)OC